3-[5-(difluoromethyl)-1,3,4-oxadiazol-2-yl]-N-[1-(fluoromethyl)cyclopropyl]-1-methyl-2-oxo-benzimidazole-5-sulphonamide FC(C1=NN=C(O1)N1C(N(C2=C1C=C(C=C2)S(=O)(=O)NC2(CC2)CF)C)=O)F